5-((methylamino)methyl)thiophene-2-sulfonimidamide CNCC1=CC=C(S1)S(=O)(N)=N